N-(6-(4-isopropyl-4H-1,2,4-triazole-3-yl)pyridine-2-yl)-5,6-dihydro-[3,4'-bipyridine]-1(2H)-formamide C(C)(C)N1C(=NN=C1)C1=CC=CC(=N1)NC(=O)N1CC(=CCC1)C1=CC=NC=C1